ClC1=CSC2=C1NC(=C2)C(=O)N2[C@@H]1CC([C@H]([C@@H]2C(=O)N[C@H](C[C@H]2C(NCCC2)=O)C#N)CC1)(F)F (1S,3R,4S)-2-(3-chloro-4H-thieno[3,2-b]pyrrole-5-carbonyl)-N-[(1R)-1-cyano-2-[(3S)-2-oxo-3-piperidyl]ethyl]-5,5-difluoro-2-azabicyclo[2.2.2]octane-3-carboxamide